NC1CCC(CC1)CNC=1C(=NC(=CC1)N1CCC(CC1)C(F)(F)F)C N-(((1r,4r)-4-aminocyclohexyl)methyl)-2-methyl-6-(4-(trifluoromethyl)piperidin-1-yl)pyridin-3-amine